N-(2,4-dichlorobenzyl)-4-(1,1-dioxido-1,2-thiazetidin-2-yl)benzamide ClC1=C(CNC(C2=CC=C(C=C2)N2S(CC2)(=O)=O)=O)C=CC(=C1)Cl